OC1=C(C=C(C=C1)/C=C/C(=O)C1=CC=C(C=C1)OC)[N+](=O)[O-] (E)-3-(4-Hydroxy-3-nitrophenyl)-1-(4-methoxyphenyl)prop-2-en-1-one